(4S,8R,9S,10S)-10-(aminomethyl)-9-(4-bromophenyl)-6-((4-methoxyphenyl) carbamoyl)-1,6-diazabicyclo[6.2.0]decan-4-ylacetate NC[C@@H]1[C@@H]([C@@H]2CN(C[C@@H](CCN12)CC(=O)[O-])C(NC1=CC=C(C=C1)OC)=O)C1=CC=C(C=C1)Br